ClC=1C=C2C(=CN1)N(C(=C2)C=2C=C1C=CN(C1=CC2C)COCC[Si](C)(C)C)C 5-chloro-1-methyl-2-(6-methyl-1-((2-(trimethylsilyl)ethoxy)methyl)-1H-indol-5-yl)-1H-pyrrolo[2,3-c]pyridine